(S)-(3-cyclopropyl-1-(methoxy(methyl)amino)-1-oxoprop-2-yl)(methyl)carbamic acid tert-butyl ester C(C)(C)(C)OC(N(C)[C@H](C(=O)N(C)OC)CC1CC1)=O